FC(C=1C(=C(C=CC1)[C@@H](C)NC(C)(C)C)F)F (R)-N-((R)-1-(3-(difluoromethyl)-2-fluorophenyl)ethyl)-2-methylpropan-2-amine